24-[(2-chlorophenyl)(hydroxy)methyl]-5alpha-cholan ClC1=C(C=CC=C1)C(CCC[C@@H](C)[C@H]1CC[C@H]2[C@@H]3CC[C@H]4CCCC[C@]4(C)[C@H]3CC[C@]12C)O